4-(2-acryloyl-2,6-diazaspiro[3.4]octan-6-yl)-6-(1,6-dimethyl-1H-indazol-7-yl)-2-((5-morpholinopyridin-2-yl)methoxy)pyrimidine-5-carbonitrile C(C=C)(=O)N1CC2(C1)CN(CC2)C2=NC(=NC(=C2C#N)C=2C(=CC=C1C=NN(C21)C)C)OCC2=NC=C(C=C2)N2CCOCC2